4-(3-(1-(tert-butoxycarbonyl)piperidin-4-yl)propyl)piperazine-1-carboxylic acid benzyl ester C(C1=CC=CC=C1)OC(=O)N1CCN(CC1)CCCC1CCN(CC1)C(=O)OC(C)(C)C